5-[4-amino-5-(trifluoromethyl)pyrrolo[2,1-f][1,2,4]triazin-7-yl]-2-fluoro-N-[(3R,4S)-4-fluoro-1-(2-fluorobenzoyl)pyrrolidin-3-yl]-4-methylbenzamide NC1=NC=NN2C1=C(C=C2C=2C(=CC(=C(C(=O)N[C@@H]1CN(C[C@@H]1F)C(C1=C(C=CC=C1)F)=O)C2)F)C)C(F)(F)F